FC=1C(=C(C=C(C1F)F)C1=C(C(=NC=C1)C(=O)O)[Ir+]C=1C(=NC=CC1C1=C(C(=C(C(=C1)F)F)F)C1=NC=CC=C1)C(=O)O)C1=NC=CC=C1 bis(3,4,5-trifluoro-2-(2-pyridyl)phenyl-(2-carboxypyridyl))iridium (iii)